C(C)C1C(CC(C(COC(C2CCCCN2C(C(C2(C(CC(C(C(CC(CC(=C1)C)C)OC)O2)OC)C)O)=O)=O)=O)C)O)=O 17-ethyl-1,14-dihydroxy-23,25-dimethoxy-13,19,21,27-tetramethyl-11,28-dioxa-4-azatricyclo[22.3.1.04,9]Octacosa-18-en-2,3,10,16-tetraone